NN1CCC1 1-aminoazetidin